4-(4-ethylcyclohexyl)phenol C(C)C1CCC(CC1)C1=CC=C(C=C1)O